O[C@@H]1C(OC2=CC=CC=C2[C@H]1NC(=O)C=1C=C2[C@@H](CCC2=CC1)N1C(NC(CC1=O)(C)C)=N)(C)C (3R)-N-[(3S,4R)-3-hydroxy-2,2-dimethyl-chroman-4-yl]-3-(2-imino-4,4-dimethyl-6-oxo-hexahydropyrimidin-1-yl)indane-5-carboxamide